N-(3-(2-((1,3,4-thiadiazol-2-yl)amino)-8,9-dihydroimidazo[1',2':1,6]pyrido[2,3-d]pyrimidin-6-yl)-4-methylphenyl)-4-(trifluoromethyl)pyridineamide hydrochloride Cl.S1C(=NN=C1)NC=1N=CC2=C(N1)N1C(C(=C2)C=2C=C(C=CC2C)NC(=O)C2=NC=CC(=C2)C(F)(F)F)=NCC1